1'-(4-(4-(aminomethyl)-1-oxo-1,2-dihydro-phthalazin-6-yl)-1-methyl-1H-pyrazol-5-yl)-1',4'-dihydro-2'H-spiro[cyclopropan-1,3'-quinolin]-2'-one hydrochloride Cl.NCC1=NNC(C2=CC=C(C=C12)C=1C=NN(C1N1C(C2(CC3=CC=CC=C13)CC2)=O)C)=O